1,1-difluoropropyne FC(C#C)F